C(C)(C)(C)OC(=O)N1CC(C1)OC=1C=CC(=NC1C)C(=O)O 5-((1-(Tert-butoxycarbonyl)azetidin-3-yl)oxy)-6-methylpicolinic acid